CNCC(=O)N[C@@H](CC(=O)N1[C@@H](CCC1)C(=O)N[C@@H](C(C)C)C(=O)O)C(N)=O N-methylglycyl-L-α-asparaginyl-L-prolyl-L-valine